IC1=CC(=NC=C1)C(C#N)(C)C 2-(4-iodo-2-pyridyl)-2-methyl-propionitrile